CC1=C(C=C(C(=O)NC2=CC(=CC(=C2)C(F)(F)F)CN2CCN(CC2)C)C=C1)CNC=1C=NC=NC1 4-Methyl-N-(3-((4-methylpiperazin-1-yl)methyl)-5-(trifluoromethyl)phenyl)-3-((pyrimidin-5-ylamino)methyl)benzamide